ClC1=C(C=NN(C1=O)C=1C=CC(=NC1)OC1=CC=C(C=C1)C1(CC1)NC(OC)=O)NC[C@@]1(COCCC1)F methyl (S)-(1-(4-((5-(5-chloro-4-(((3-fluorotetrahydro-2H-pyran-3-yl)methyl)amino)-6-oxopyridazin-1(6H)-yl)pyridin-2-yl)oxy)phenyl)cyclopropyl)carbamate